2,4-dichloro-5-((2-(trimethylsilyl)ethoxy)methyl)-5H-pyrrolo[3,2-d]pyrimidine ClC=1N=C(C2=C(N1)C=CN2COCC[Si](C)(C)C)Cl